di-tert-butyl-(3-methyl-2-butenyl)phosphine C(C)(C)(C)P(CC=C(C)C)C(C)(C)C